CC1=NC=C(C(=O)N2CC3=C(NC=4C=CC(=CC34)C3=C(C#N)C=CC=C3)CC2)C=C1 2-(2-(6-methylnicotinoyl)-2,3,4,5-tetrahydro-1H-pyrido[4,3-b]indol-8-yl)benzonitrile